5-bromo-2-(1-(1-(methylsulfonyl)piperidin-4-yl)-1H-pyrazol-4-yl)benzonitrile BrC=1C=CC(=C(C#N)C1)C=1C=NN(C1)C1CCN(CC1)S(=O)(=O)C